CN1C(=NC(=C1)C(F)(F)F)C1=CC=C(CNC2=C3NC=NC3=NC(=N2)C2=CC=C(C=C2)OC(F)(F)F)C=C1 N-(4-(1-methyl-4-(trifluoromethyl)-1H-imidazol-2-yl)benzyl)-2-(4-(trifluoromethoxy)phenyl)-7H-purin-6-amine